octadeca-9,12-dienoic acid ethyl ester C(C)OC(CCCCCCCC=CCC=CCCCCC)=O